1,5-bis(2-aminoethyl)-1,1,3,3,5,5-hexamethyltrisiloxane NCC[Si](O[Si](O[Si](C)(C)CCN)(C)C)(C)C